ClC1=CC2=C(C(=N1)N[C@H]1CN(CC[C@@H]1F)C(=O)OC(C)(C)C)COC2 tert-butyl (3S,4S)-3-((6-chloro-1,3-dihydrofuro[3,4-c]pyridin-4-yl)amino)-4-fluoropiperidine-1-carboxylate